1-(5-methyl-2-((tetrahydrofuran-3-yl)amino)pyrimidin-4-yl)-N-(1-(3-chlorophenyl)-2-hydroxyethyl)-1H-pyrrole-3-carboxamide CC=1C(=NC(=NC1)NC1COCC1)N1C=C(C=C1)C(=O)NC(CO)C1=CC(=CC=C1)Cl